trimethyl[1,2,2,2-tetrafluoro-1-(trifluoromethyl)ethyl]silane C[Si](C(C(F)(F)F)(C(F)(F)F)F)(C)C